C1(CCC1)NS(=O)(=O)C1=C(C=CC(=C1)OC1=C(C=C(C=C1Cl)N1N=C(C(NC1=O)=O)C(F)F)Cl)O N-cyclobutyl-5-[2,6-dichloro-4-[6-(difluoromethyl)-3,5-dioxo-1,2,4-triazin-2-yl]phenoxy]-2-hydroxy-benzenesulfonamide